ClC=1C=CC(=C(C(=O)OC)C1)S Methyl 5-chloro-2-mercapto-benzoate